4-(4-bromothiazol-2-yl)-2,3,6-trifluoro-phenol BrC=1N=C(SC1)C1=C(C(=C(C(=C1)F)O)F)F